C1(=CC=CC=C1)[B-](C1=C(C(=C(C(=C1F)F)F)F)F)(C1=C(C(=C(C(=C1F)F)F)F)F)C1=C(C(=C(C(=C1F)F)F)F)F.COC(=O)OC1=CC=C(C[S+](CSC)C2=CC=CC=C2)C=C1 p-methoxycarbonyloxyphenyl-benzylmethylsulfanylmethylsulfonium phenyltris(pentafluorophenyl)borate